BrC1=C(C=C(C=C1)C(F)(F)F)OC(F)F 1-bromo-2-difluoromethoxy-4-trifluoromethylbenzene